N-[2-(5-acetyl-3-pyridyl)-2-hydroxy-ethyl]-N-propyl-2-[6-(trifluoromethyl)-3-pyridyl]acetamide C(C)(=O)C=1C=C(C=NC1)C(CN(C(CC=1C=NC(=CC1)C(F)(F)F)=O)CCC)O